O1COCC=C1 4H-1,3-Dioxin